1,2-Dimethyl-hydrazine CNNC